4-fluoro-7-methyl-N-(3-(3-(methylamino)pyrrolidin-1-yl)phenyl)-1H-indole FC1=C2C=CN(C2=C(C=C1)C)C1=CC(=CC=C1)N1CC(CC1)NC